(R)-N-[(2R,3R)-1-[2-[3,5-Bis(trifluoromethyl)-2-pyridyl]acetyl]-2-[2-methyl-3-(trideuteriomethoxy)phenyl]pyrrolidin-3-yl]-2-methyl-propane-2-sulfinamide FC(C=1C(=NC=C(C1)C(F)(F)F)CC(=O)N1[C@@H]([C@@H](CC1)N[S@](=O)C(C)(C)C)C1=C(C(=CC=C1)OC([2H])([2H])[2H])C)(F)F